(Z)-4-tert-butoxy-1-(furan-2-yl)-3,4-dioxobut-1-en-1-ol lithium [Li].C(C)(C)(C)OC(C(\C=C(/O)\C=1OC=CC1)=O)=O